2-(8-methyl-4-oxoquinazolin-3(4H)-yl)-N'-(4-chlorophenyl)acethydrazide CC=1C=CC=C2C(N(C=NC12)CC(=O)NNC1=CC=C(C=C1)Cl)=O